1-((1S,4S)-5-(4-((3-chloro-2-fluoro-4-(((S)-tetrahydrofuran-2-yl)methoxy)phenyl)amino)pyrido[3,2-d]pyrimidin-6-yl)-2,5-diazabicyclo[2.2.1]heptan-2-yl)prop-2-en-1-one ClC=1C(=C(C=CC1OC[C@H]1OCCC1)NC=1C2=C(N=CN1)C=CC(=N2)N2[C@@H]1CN([C@H](C2)C1)C(C=C)=O)F